BrC1=C(C=C(C=C1)F)S(=O)(=O)C 1-bromo-4-fluoro-2-methylsulfonyl-benzene